C(CCCCCCCCC)C=1C=C(C(=C(C1)O)CCCCCCCCC)O 5-Decyl-2-nonylbenzene-1,3-diol